C(#N)C1=C(OC=2C=C3C(N(C=NC3=CC2)CCCN(C(OC(C)(C)C)=O)C)=O)C(=CC=C1NS(=O)(=O)C1CCCC1)F tert-butyl N-[3-[6-[2-cyano-3-(cyclopentylsulfonylamino)-6-fluoro-phenoxy]-4-oxo-quinazolin-3-yl]propyl]-N-methyl-carbamate